2-(2-chlorophenyl)-N-(4-{1-[2-(prop-2-yloxy)ethyl]-1H-pyrazol-4-yl}-3-sulfamoylphenyl)acetamide ClC1=C(C=CC=C1)CC(=O)NC1=CC(=C(C=C1)C=1C=NN(C1)CCOC(C)C)S(N)(=O)=O